tris-hydroxymethyl-phosphonium chloride [Cl-].OC[PH+](CO)CO